Methyl cis-4-hydroxy-2'-oxo-spiro[cyclohexane-1,3'-indoline]-5'-carboxylate OC1CCC2(C(NC3=CC=C(C=C23)C(=O)OC)=O)CC1